tert-butyl 2-(tert-butoxycarbonylamino)-4-sulfanyl-butanoate C(C)(C)(C)OC(=O)NC(C(=O)OC(C)(C)C)CCS